methylpyrrolidin-2-one CN1C(CCC1)=O